N-(3-(7-(methylthio)-2-(morpholinomethyl)-2,3-dihydro-[1,4]dioxino[2,3-c]pyridin-5-yl)-1H-pyrrolo[2,3-c]pyridin-5-yl)acetamide CSC1=CC2=C(C(=N1)C1=CNC3=CN=C(C=C31)NC(C)=O)OCC(O2)CN2CCOCC2